COC1=CC=C(C=C1)C(CCCCCCC)=O 1-methoxy-4-n-octanoyl-benzene